1,4-bis(aminomethyl)phenylbromide NCC1(CC=C(C=C1)CN)Br